(3R)-5,7-dihydroxy-6,8-dimethyl-3-(4'-hydroxy-benzyl)-chroman-4-one OC1=C2C([C@@H](COC2=C(C(=C1C)O)C)CC1=CC=C(C=C1)O)=O